COC1=NN(C=C1NC1=NC=C(C(=N1)C1=CN(C2=C(C=CC=C12)[N+](=O)[O-])COCC[Si](C)(C)C)C)C N-(3-methoxy-1-methyl-1H-pyrazol-4-yl)-5-methyl-4-(7-nitro-1-((2-(trimethylsilyl)ethoxy)methyl)-1H-indol-3-yl)pyrimidin-2-amine